SELENIUM SULFUR 1-(6-bromo-5-fluoro-3,4-dihydro-1H-isoquinolin-2-yl)-2,2,2-trifluoro-ethanone BrC=1C(=C2CCN(CC2=CC1)C(C(F)(F)F)=O)F.[S].[Se]